FC(C1=NC=CC=C1C1(CC1)C(=O)N[C@H](C(=O)O)CCN(CCCCC1=NC=2NCCCC2C=C1)C[C@@H](CF)OC)F (S)-2-(1-(2-(difluoromethyl)pyridin-3-yl)cyclopropane-1-carboxamido)-4-(((S)-3-fluoro-2-methoxypropyl)(4-(5,6,7,8-tetrahydro-1,8-naphthyridin-2-yl)butyl)amino)butanoic acid